CC1=CC=C2C3(C(=NC2=C1C)C1=CC=CC=C1)C1=CC=CC=C1C1=C3OC3=C1C=CC=C3 6',7'-Dimethyl-2'-phenylspiro[indeno[2,1-b]benzofuran-6,3'-indole]